CN[C@@H]([C@H](O)C)C(=O)O N-Methyl-L-threonine